5-bromo-4-methoxy-1,2-dimethyl-1H-benzo[d]imidazole BrC1=C(C2=C(N(C(=N2)C)C)C=C1)OC